FC1=C(C=C(S1)CNC(OC(C)(C)C)=O)C(NO)=N tert-butyl ((5-fluoro-4-(N-hydroxycarbamimidoyl)thiophen-2-yl)methyl)carbamate